C(C)(=O)O[C@@H]1O[C@@H]([C@H]([C@@H]([C@H]1OC(C)=O)OC(C)=O)OC(C)=O)COC1=C(C(=CC=C1OCCOC1=C(C=CC=C1)NCC1=C(C(=CC=C1)OCC1=CC=CC=C1)OCC1=CC=CC=C1)OCC1=CC=CC=C1)OCC1=CC=CC=C1 (2S,3R,4S,5R,6R)-3,4,5-Triacetoxy-6-{[2,3-bis(benzyloxy)-6-(2-{o-[2,3-bis(benzyloxy)-benzylamino]phenoxy}ethoxy)phenoxy]methyl}tetrahydro-2H-pyran-2-yl acetate